6-(4-chlorophenyl)-3-((3R,4S)-4-hydroxytetrahydrofuran-3-yl)-8-(pyridin-3-yl)pyrido[3,4-d]pyrimidin-4(3H)-one ClC1=CC=C(C=C1)C1=CC2=C(N=CN(C2=O)[C@@H]2COC[C@H]2O)C(=N1)C=1C=NC=CC1